C(C)(C)(C)OC(=O)N[C@@H](CCOCC)C(=O)O N-(tert-Butoxycarbonyl)-O-ethyl-L-homoserine